ClC1=NC=C(C(=C1)C1=C(C=NC(=C1)C)C(=O)NC=1SC2=C(N1)CN(C2)C(C2=CN=CC(=C2)Cl)=O)OC 2'-Chloro-N-(5-(5-chloro-nicotinoyl)-5,6-dihydro-4H-pyrrolo[3,4-d]thiazol-2-yl)-5'-methoxy-6-methyl-[4,4'-bipyridine]-3-carboxamide